2,3,5-Trihydrohydroxybenzoic Acid OC1C(C(=O)O)=CCCC1